NC1(CN(C1)C(=O)OC(C)(C)C)C[N+](=O)[O-] tert-Butyl 3-amino-3-(nitromethyl)azetidine-1-carboxylate